Isopropyl 2-((tert-butoxycarbonyl) amino)-2-methylpropionate C(C)(C)(C)OC(=O)NC(C(=O)OC(C)C)(C)C